ClC=1C=C(N)C=CC1C1=NOC(=C1)C(F)(F)F 3-chloro-4-(5-(trifluoromethyl)isoxazol-3-yl)aniline